17-Hydroxy-heptacosanoic acid OC(CCCCCCCCCCCCCCCC(=O)O)CCCCCCCCCC